BrC=1N=C(C=2N(C1)C=NN2)NC=2C=NC(=CC2)N2CCOCC2 6-bromo-N-(6-morpholinopyridin-3-yl)-[1,2,4]triazolo[4,3-a]pyrazin-8-amine